C(C1=CC=CC=C1)N(C1CC(C1)OCCOC)CC1=CC=CC=C1 (1s,3s)-N,N-dibenzyl-3-(2-methoxyethoxy)cyclobutan-1-amine